N1(CCC1)CC1=C(C=NN1C)C=1C=C2C=C(N=CC2=CC1)NC(=O)C1CCC(CC1)(F)F N-(6-(5-(azetidin-1-ylmethyl)-1-methyl-1H-pyrazol-4-yl)isoquinolin-3-yl)-4,4-difluorocyclohexane-1-carboxamide